ClC=1C2=C(N(C(N1)=O)C1=C(C=CC=C1)Cl)N=C(S2)C2CC2 7-chloro-4-(2-chlorophenyl)-2-cyclopropylthiazolo[4,5-d]pyrimidin-5(4H)-one